2-((2-isobutyramido-8-methylquinazolin-4-yl)amino)hexyl isobutyrate C(C(C)C)(=O)OCC(CCCC)NC1=NC(=NC2=C(C=CC=C12)C)NC(C(C)C)=O